OC(=O)C(F)(F)F.C(C)(C)N1C(C(CCC1)C1=CC=2C(=NC=CC2NC=2C=CC3=C(N=CS3)C2)S1)C N-(2-(1-isopropyl-2-methylpiperidin-3-yl)thieno[2,3-b]pyridin-4-yl)benzo[d]-thiazol-5-amine TFA salt